tert-butyl (3S)-3-[[8-carbamoyl-6-(4-[[(3S)-3-fluoropyrrolidin-1-yl] methyl] phenyl) pyrido[3,2-d]pyrimidin-4-yl]amino]piperidine-1-carboxylate C(N)(=O)C1=CC(=NC2=C1N=CN=C2N[C@@H]2CN(CCC2)C(=O)OC(C)(C)C)C2=CC=C(C=C2)CN2C[C@H](CC2)F